N-[(1S)-1-Cyano-2-hydroxyethyl]-2-(5-fluoropyridin-3-yl)-3-oxo-6-[6-(trifluoromethyl)pyridin-3-yl]-2,3-dihydropyridazine-4-carboxamide C(#N)[C@@H](CO)NC(=O)C=1C(N(N=C(C1)C=1C=NC(=CC1)C(F)(F)F)C=1C=NC=C(C1)F)=O